C(CCCCCCC)C1=CC=C(C=C1)N(C(C=C)=O)C1=CC=CC=C1 N-(4-octylphenyl)-N-phenylacrylamide